3,7-dimethyloct-1,6-dien-3-yl formate C(=O)OC(C=C)(CCC=C(C)C)C